N-(5-Bromo-2-(3-(dimethylamino)propoxy)pyridin-3-yl)-4-(trifluoromethoxy)benzene-sulfonamide BrC=1C=C(C(=NC1)OCCCN(C)C)NS(=O)(=O)C1=CC=C(C=C1)OC(F)(F)F